3-cyclopropyl-4-(4-ethylsulfonyl-3-methyl-phenyl)-1H-pyrazolo[3,4-c]pyridine-5-carbonitrile C1(CC1)C1=NNC2=CN=C(C(=C21)C2=CC(=C(C=C2)S(=O)(=O)CC)C)C#N